COC[C@H](C1=CC2=C(N(C=N2)COCC[Si](C)(C)C)C=C1)N[S@](=O)C(C)(C)C |o1:3| (R)-N-((S*)-2-methoxy-1-(1-((2-(trimethylsilyl)ethoxy)methyl)-1H-benzo[d]imidazol-5-yl)ethyl)-2-methylpropane-2-sulfinamide